(R)-(3-Amino-1-(2-((6-amino-9H-purin-9-yl)methyl)-4-chloro-3-ethylphenyl)pyrrolidin-3-yl)(1,1-dioxidothiomorpholino)methanon N[C@]1(CN(CC1)C1=C(C(=C(C=C1)Cl)CC)CN1C2=NC=NC(=C2N=C1)N)C(=O)N1CCS(CC1)(=O)=O